Cl.CC1=CN=C2C(=N1)N(C(C(=C2)C2CCNCC2)=O)CC2=NC=CC=C2OC(F)(F)F 3-methyl-7-(piperidin-4-yl)-5-((3-(trifluoromethoxy)pyridin-2-yl)methyl)pyrido[2,3-b]pyrazin-6(5H)-one hydrochloride